ClC1=C(CC2(N(CCC2)C(=O)N)C(=O)NC=2C=NC=CC2)C=CC=C1C(F)(F)F (2-Chloro-3-(trifluoromethyl)benzyl)-N2-(pyridin-3-yl)pyrrolidine-1,2-dicarboxamide